6-Isopropyl-4-(trifluoromethyl)pyridazin-3(2H)-one C(C)(C)C=1C=C(C(NN1)=O)C(F)(F)F